FC(OC1CN(CCC1)C(=O)C1=CC=C2N=CC(=NC2=C1)C=1C=C2C=CN(C(C2=CC1)=O)C)F 6-(7-((3-(difluoromethoxy)-1-piperidinyl)carbonyl)-2-quinoxalinyl)-2-methyl-1(2H)-isoquinolinone